ClC1=CC=C(C(=N1)C=1C=NN(C1)C)NC(C)C=1C=2C3=C(N(C(C2C=C(C1)C)=O)C)N(N=C3)C3CN(C3)C 9-(1-((6-chloro-2-(1-methyl-1H-pyrazol-4-yl)pyridin-3-yl)amino)ethyl)-4,7-dimethyl-3-(1-methylazetidin-3-yl)-3,4-dihydro-5H-pyrazolo[3,4-c]isoquinolin-5-one